(S)-(4-((4-(2-butylamino)-3-(trifluoromethyl)-1H-pyrrolo[2,3-b]pyridin-6-yl)amino)-3-methoxyphenyl)(4-morpholinopiperidine-1-yl)methanone C[C@@H](CC)NC1=C2C(=NC(=C1)NC1=C(C=C(C=C1)C(=O)N1CCC(CC1)N1CCOCC1)OC)NC=C2C(F)(F)F